(5s,8s)-N-(2-chloro-4-fluorobenzyl)-3,5-difluoro-8-hydroxy-5,6,7,8-tetrahydroquinoline-5-carboxamide ClC1=C(CNC(=O)[C@]2(C=3C=C(C=NC3[C@H](CC2)O)F)F)C=CC(=C1)F